FC1(CC(NCC1)C1=CC=CC=C1)F 4,4-difluoro-2-phenylpiperidine